(E)-5-chloro-3-(2-fluoro-3-chlorobenzylidene)indol-2-one ClC=1C=C2\C(\C(NC2=CC1)=O)=C/C1=C(C(=CC=C1)Cl)F